C1(OCCCOC(CC1)=O)=O 2,6-dioxa-1,7-cyclononanedione